ClC=1C(=C(C=CC1)N\C=N\C1=C(C(=CC=C1)Cl)F)F (E)-N,N'-bis(3-chloro-2-fluoro-phenyl)formimidamide